C(C)OC1=NC=CC=C1C1=CC(=C2C(=N1)C(=NN2C(C)C)C)NCC2=CSC(=C2)C 5-(2-ethoxy-3-pyridinyl)-1-isopropyl-3-methyl-N-[(5-methyl-3-thienyl)methyl]pyrazolo[4,3-b]pyridin-7-amine